4-(4-(4-CYANO-4-METHYLPIPERIDIN-1-YL)-6-FLUOROQUINOLINE-3-CARBONYL)-N,N-DIMETHYLPIPERAZINE-1-SULFONAMIDE C(#N)C1(CCN(CC1)C1=C(C=NC2=CC=C(C=C12)F)C(=O)N1CCN(CC1)S(=O)(=O)N(C)C)C